(2S)-2-amino-4-[{(1R)-1-[1-benzyl-4-(2,5-difluorophenyl)-1H-pyrrol-2-yl]-2,2-dimethylpropyl}(glycoloyl)amino]-N-(2-{2-[(bromoacetyl)amino]ethoxy}ethyl)butanamide N[C@H](C(=O)NCCOCCNC(CBr)=O)CCN(C(CO)=O)[C@H](C(C)(C)C)C=1N(C=C(C1)C1=C(C=CC(=C1)F)F)CC1=CC=CC=C1